[F-].[Mg+2].[Na+].[F-].[F-] sodium-magnesium fluoride